NC=1N=C(SC1C(=O)C1=CC(=NO1)C(=O)NC1CCCC1)N(C1=CC=C(C=C1)F)[C@@H](C(=O)N)C |r| rac-5-[4-amino-2-(N-(2-amino-1-methyl-2-oxo-ethyl)-4-fluoro-anilino)thiazole-5-carbonyl]-N-cyclopentyl-isoxazole-3-carboxamide